(Z)-Butenedioic acid C(\C=C/C(=O)O)(=O)O